C=1C=C(CN2C1C1=CC=CC=C1CN2)C(=O)O 6,7-dihydropyrido[2,1-a]phthalazine-3-carboxylic acid